5-chloro-6-(difluoromethoxy)-N-[(4-methylpyridin-3-yl)methyl]pyridine-3-carboxamide ClC=1C=C(C=NC1OC(F)F)C(=O)NCC=1C=NC=CC1C